C1CC(=O)N(C1=O)OS(=O)(=O)C(F)(F)F N-(trifluoromethanesulfonyloxy)succinimide